(S)-5-(Imidazo[1,2-a]pyrimidin-6-yl)-N-(1,1,1-trifluoropropan-2-yl)-7H-pyrrolo[2,3-d]pyrimidin-2-amine N=1C=CN2C1N=CC(=C2)C2=CNC=1N=C(N=CC12)N[C@H](C(F)(F)F)C